[Cl-].[Cl-].C1(CCCC2C3C(=C4C=5C=CC=CC5CC4=C21)C=CCC3)[Zr+2] (octahydrodibenzofluorenyl)zirconium dichloride